FC(C(=O)O)(F)F.NCC(=O)N1CCN(CC1)CCCOC=1C=C(C=CC1OC)C=1C=C2C(=CC=NC2=CC1)C(=O)NCC(=O)N1[C@@H](CC(C1)(F)F)C#N (S)-6-(3-(3-(4-(2-aminoacetyl)piperazin-1-yl)propoxy)-4-methoxyphenyl)-N-(2-(2-cyano-4,4-difluoropyrrolidin-1-yl)-2-oxoethyl)quinoline-4-carboxamide 2,2,2-trifluoroacetate